C1=CC=C2C=C(C=CC2=C1)C(=O)C3=CC4=CC=CC=C4C=C3 2,2'-dinaphthylketone